3-Chloro-7-(1-fluorovinyl)benzo[4,5]imidazo[1,2-a]pyridine ClC1=CC=2N(C=C1)C1=C(N2)C=C(C=C1)C(=C)F